1-((benzyloxy)methyl)-4-(ethynyl-d)benzene C(C1=CC=CC=C1)OCC1=CC=C(C=C1)C#C[2H]